CC(C(=O)O)(C)C 2,2-diMethylpropionic acid